Quercetin O1C(=C(O)C(=O)C=2C(O)=CC(O)=CC12)C1=CC(O)=C(O)C=C1